1-naphthyl-Benzophenone C1(=CC=CC2=CC=CC=C12)C1=C(C(=O)C2=CC=CC=C2)C=CC=C1